6'-(((1S,3S)-3-((5-Methylpyrazin-2-yl)amino)cyclopentyl)amino)-3-(trifluoromethyl)-2H-[1,3'-bipyridin]-2-one CC=1N=CC(=NC1)N[C@@H]1C[C@H](CC1)NC1=CC=C(C=N1)N1C(C(=CC=C1)C(F)(F)F)=O